5-(4-Chloro-2-fluoro-6-methylphenyl)-3-(4-(4-methylpiperazin-1-yl)phenyl)-1H-pyrazolo[4,3-c]pyridazin-6(5H)-on ClC1=CC(=C(C(=C1)C)N1N=C2C(=CC1=O)NN=C2C2=CC=C(C=C2)N2CCN(CC2)C)F